OCC1=C(C=CC=C1)[N+](=O)[O-] 4-hydroxymethyl-3-nitrobenzene